C1OC=2C=C(C=CC2O1)C1=NC(=NC(=N1)C(Cl)(Cl)Cl)C(Cl)(Cl)Cl 2-(3,4-methylenedioxyphenyl)-4,6-bis(trichloromethyl)s-triazine